N-((3S,4S)-4-(3,4-dichlorophenyl)pyrrolidin-3-yl)-4-(trifluoromethoxy)benzenesulfonamide ClC=1C=C(C=CC1Cl)[C@@H]1[C@@H](CNC1)NS(=O)(=O)C1=CC=C(C=C1)OC(F)(F)F